BrC[C@H](CO)C (2S)-3-bromo-2-methyl-propan-1-ol